ClC1=C(C(=CC(=C1)C(C(F)(F)F)(C(F)(F)F)F)OC(F)(F)F)N1N=CC(=C1)I 1-[2-Chloro-4-(1,1,1,2,3,3,3-heptafluoropropan-2-yl)-6-(trifluoromethoxy)phenyl]-4-iodo-1H-pyrazole